NC1=NC=CC=C1C1=NC=2C(=NC(=CC2)C2=CC=CC=C2)N1C1=CC=C(C=C1)C1CN(C1)CC1CCC(CC1)(C(=O)OC)C methyl (1s,4s)-4-((3-(4-(2-(2-aminopyridin-3-yl)-5-phenyl-3H-imidazo[4,5-b]pyridin-3-yl)phenyl)azetidin-1-yl)methyl)-1-methylcyclohexane-1-carboxylate